CC1CCNC1 4-methyltetrahydro-2H-pyrrole